tert-Butyl (6aR)-3-chloro-1,4-difluoro-12-oxo-6a,7,9,10-tetrahydro-12H-pyrazino[2,1-c]pyrido[3,4-f][1,4]oxazepine-8(6H)-carboxylate ClC1=C(C2=C(C(N3[C@@H](CO2)CN(CC3)C(=O)OC(C)(C)C)=O)C(=N1)F)F